perfluorooctanone FC(C(C(C(C(C(C(C(F)(F)F)(F)F)(F)F)(F)F)(F)F)(F)F)=O)(F)F